C(C)(C)(C)OC(=O)N1[C@H](COC(C1)(C)C)C(=O)O (3R)-4-tert-butoxycarbonyl-6,6-dimethyl-morpholine-3-carboxylic acid